C(C(C)C)C1=CC=C(C=C1)C(C(=O)NCCNC(C1=CN=CC=C1)=O)C N-(2-(2-(4-isobutylphenyl)propanamido)ethyl)nicotinamide